FC=1C=C(C=CC1)C=1C=C(C=NC1OC1=CC=C(C=C1)C(F)(F)F)C(=O)N[C@H](C)[C@H](C)O 5-(3-fluorophenyl)-N-[(2R,3S)-3-hydroxybutan-2-yl]-6-[4-(trifluoromethyl)phenoxy]pyridine-3-carboxamide